4-fluororesorcinol FC1=C(C=C(O)C=C1)O